2-(cyanomethyl)cyclopropane-1-carboxamide C(#N)CC1C(C1)C(=O)N